C[C@H](CCCC(C)CO)[C@H]1CC[C@@H]2[C@@]1([C@H](C[C@H]3[C@H]2[C@@H](CC4=CC(=O)CC[C@]34C)O)O)C The molecule is a cholestanoid that is cholest-4-en-3-one which has been substituted by hydroxy groups at the 7alpha, 12alpha, and 26 positions. It is an intermediate in bile acid metabolism. It has a role as a bile acid metabolite. It is a 7alpha-hydroxy steroid, a 12alpha-hydroxy steroid, a 26-hydroxy steroid, a 3-oxo steroid, a cholestanoid and a C27-steroid.